8-[(5-amino-1-{6-[(2,6-difluorophenyl)oxy]-4-methylpyridin-3-yl}pyrazol-4-yl)carbonyl]-N-(2-hydroxyethyl)-N-methyl-2,3,4,7-tetrahydro-1H-pyrrolo[2,3-H]isoquinoline-2-carboxamide NC1=C(C=NN1C=1C=NC(=CC1C)OC1=C(C=CC=C1F)F)C(=O)C1=CC=2C(=CC=C3CCN(CC23)C(=O)N(C)CCO)N1